C(C(CS)O)O Alpha-thioglycerol